6-(4-(3-chloro-4-fluorophenyl)-1-(3-hydroxypropyl)-1H-imidazol-5-yl)imidazo[1,2-b]pyridazine-3-carbonitrile ClC=1C=C(C=CC1F)C=1N=CN(C1C=1C=CC=2N(N1)C(=CN2)C#N)CCCO